N1CCC12CN(C2)C=2C=CC=1N=CN=C(C1N2)NC=2C=NC(=C(C2)C#C)OC2=CC=CC=C2 6-(1,6-Diazaspiro[3.3]heptan-6-yl)-N-(5-ethynyl-6-phenoxy-3-pyridyl)pyrido[3,2-d]pyrimidin-4-amine